COC1=CC=C(C=C1)C#CC1=C(N)C=CC=C1 2-((4-methoxyphenyl)ethynyl)aniline